CN(C(OC1=CC2=C(CN(C(O2)=O)CC2=C(C(=CC=C2)NC(=O)OC(C)(C)C)F)C=C1)=O)C 3-(3-((tert-butoxycarbonyl)amino)-2-fluorobenzyl)-2-oxo-3,4-dihydro-2H-benzo[e][1,3]oxazin-7-yl dimethylcarbamate